N-(3-(2-(tert-Butyl)-5-(2-((4-((2-(piperidin-1-yl)ethyl)thio)phenyl)amino)pyrimidin-4-yl)thiazol-4-yl)-2-fluorophenyl)-2,6-difluorobenzenesulfonamide C(C)(C)(C)C=1SC(=C(N1)C=1C(=C(C=CC1)NS(=O)(=O)C1=C(C=CC=C1F)F)F)C1=NC(=NC=C1)NC1=CC=C(C=C1)SCCN1CCCCC1